C(C([2H])([2H])[2H])([2H])([2H])NC=1C=CC=2C(=CC(NN2)=O)N1 6-((ethyl-d5)amino)pyridopyridazin-3(2H)-one